OC1(CCN(CC1)C(=O)OC(C)(C)C)CNC(=O)OC tert-Butyl 4-hydroxy-4-(((methoxycarbonyl)amino)methyl)piperidine-1-carboxylate